(R)-6-(dimethylphosphoryl)-2-(5-(2-(3-fluorophenyl)pyrrolidin-1-yl)pyrazolo[1,5-a]pyrimidin-3-yl)-1H-benzo[d]imidazole-5-carbonitrile CP(=O)(C)C=1C(=CC2=C(NC(=N2)C=2C=NN3C2N=C(C=C3)N3[C@H](CCC3)C3=CC(=CC=C3)F)C1)C#N